Cl.FC=1C=C(OC2CC(C2)N)C=CC1F (1r,3r)-3-(3,4-difluorophenoxy)cyclobutane-1-amine hydrochloride